5-(2-fluoroethoxy)-4,6-dimethoxypyrimidin-2-amine FCCOC=1C(=NC(=NC1OC)N)OC